C(C=1C(O)=CC=CC1)=NCCN=CC=1C(O)=CC=CC1.[Ce] cerium bis(salicylidene)ethylenediamine